F[B-](CNC(C1=C(C=CC(=C1)F)OC)=O)(F)F.[K+] potassium trifluoro-[[(5-fluoro-2-methoxy-benzoyl)amino]methyl]boranuide